3-(6-Fluoropyridin-3-yl)-5,6-dihydro-8H-imidazo[5,1-c][1,4]oxazine FC1=CC=C(C=N1)C1=NC=C2COCCN21